The molecule is an omega-carboxyacyl-CoA having succinoyl as the S-acyl component. It has a role as an inhibitor, an Escherichia coli metabolite and a mouse metabolite. It derives from a coenzyme A. It is a conjugate acid of a succinyl-CoA(5-). CC(C)(COP(=O)(O)OP(=O)(O)OC[C@@H]1[C@H]([C@H]([C@@H](O1)N2C=NC3=C(N=CN=C32)N)O)OP(=O)(O)O)[C@H](C(=O)NCCC(=O)NCCSC(=O)CCC(=O)O)O